3-mercaptopropanamide SCCC(=O)N